2,3,5,6-tetrahydrospiro[pyran-4,4'-pyrido[2,3-b][1,4,5]oxathiazepin] S1C2=C(OC3(C=N1)CCOCC3)N=CC=C2